C(CC)(=O)O.N[C@@H](CC(C)C)C(=O)O L-leucine Propionate